4-anthracen-9-yl-1-benzylquinolin C1=CC=CC2=CC3=CC=CC=C3C(=C12)C1=CCN(C2=CC=CC=C12)CC1=CC=CC=C1